tert-butyl (S)-(1-(2-chloro-5-((1-(difluoromethyl)-1H-pyrazol-4-yl)ethynyl)pyridin-4-yl)piperidin-3-yl)carbamate ClC1=NC=C(C(=C1)N1C[C@H](CCC1)NC(OC(C)(C)C)=O)C#CC=1C=NN(C1)C(F)F